4-methylcyclohexane-1-carboxylic acid CC1CCC(CC1)C(=O)O